tert-butyl N-{8-[3-(benzyloxy)-2,6-dimethylphenyl]-6-[(2,2-difluoroethyl)amino]pyrido[3,4-d]pyrimidin-4-yl}-N-[(2,4-dimethoxyphenyl)methyl]carbamate C(C1=CC=CC=C1)OC=1C(=C(C(=CC1)C)C1=NC(=CC2=C1N=CN=C2N(C(OC(C)(C)C)=O)CC2=C(C=C(C=C2)OC)OC)NCC(F)F)C